5,5'-dibromo-1,1'-di-n-propyl-1H,1'H-2,2'-biimidazole BrC1=CN=C(N1CCC)C=1N(C(=CN1)Br)CCC